6-(3,3-difluoroazetidin-1-yl)-3,4-dihydronaphthalen-1(2H)-one FC1(CN(C1)C=1C=C2CCCC(C2=CC1)=O)F